The molecule is an amidoalkyl phosphate. It derives from a (R)-pantothenic acid. It is a conjugate base of a (R)-4'-phosphopantothenate(1-). It is a conjugate acid of a (R)-4'-phosphonatopantothenate(3-). CC(C)(COP(=O)(O)[O-])[C@H](C(=O)NCCC(=O)[O-])O